[Ca].CC(CC(=O)OO)C Hydroxy β-Methylbutyrate Calcium